NC1=C(C=C(C=C1)F)N 1,2-diamino-4-fluorobenzene